3-(3-fluoro-4-(2-(pyrrolidin-1-yl)ethoxy)phenyl)-1H-1,2,4-triazole-3,5-diamine FC=1C=C(C=CC1OCCN1CCCC1)C1(NNC(=N1)N)N